CC1=C(C=CC(C1)(O)C(C(C)C)=O)OC(C1=CC=C(C=C1)I)=O 4-Iodobenzoic acid-(2'-methyl-4'-isobutyryl-4'-hydroxy-phenyl) ester